[5-(4-piperidinyl)pentyl]Carbamic acid tert-butyl ester C(C)(C)(C)OC(NCCCCCC1CCNCC1)=O